FC1=C2C=CNC2=C(C=C1F)C([C@H]1N(C(OC1)(C)C)C(=O)OC(C)(C)C)O tert-butyl (4S)-4-((4,5-difluoro-1H-indol-7-yl)(hydroxy)methyl)-2,2-dimethyloxazolidine-3-carboxylate